FC1(CCN(CC1)CCCCCCCNC=1C=CC=C2C(=NN(C12)C)C1C(NC(CC1)=O)=O)F 3-(7-((7-(4,4-difluoropiperidin-1-yl)heptyl)amino)-1-methyl-1H-indazol-3-yl)piperidine-2,6-dione